chloro(3,3,4,4,5,5,6,6,7,7,8,8,9,9,10,10,10-heptadecafluorodecyl)dimethylsilane Cl[Si](C)(C)CCC(C(C(C(C(C(C(C(F)(F)F)(F)F)(F)F)(F)F)(F)F)(F)F)(F)F)(F)F